C(C1=CC=CC=C1)(=O)NC1=NC=NN2C1=CC=C2[C@H]2[C@@H]([C@@H]([C@@](O2)(CF)CO[P@](=O)(OC2=CC=CC=C2)N[C@@H](C)C(=O)OCC(CC)CC)O)O 2-ethylbutyl ((S)-(((2R,3S,4R,5S)-5-(4-benzamidopyrrolo[2,1-f][1,2,4]triazin-7-yl)-2-(fluoromethyl)-3,4-dihydroxytetrahydrofuran-2-yl)methoxy)(phenoxy)phosphoryl)-L-alaninate